5-(4-cyano-3-fluorophenyl)-4-(3-hydroxy-4-methoxyphenyl)-1H-pyrazole C(#N)C1=C(C=C(C=C1)C1=C(C=NN1)C1=CC(=C(C=C1)OC)O)F